ClC1=C2CCN(C(C2=CC(=C1)CN1C(=NC=C1)NC)=O)[C@@H](C)C1=NC=C(C(=C1)OCC)F (S)-5-chloro-2-(1-(4-ethoxy-5-fluoropyridin-2-yl)ethyl)-7-((2-(methylamino)-1H-imidazol-1-yl)methyl)-3,4-dihydroisoquinolin-1(2H)-one